C(C1=CC=CC=C1)C(CN)(C)N 2-benzyl-1,2-propanediamine